8-((1-(N,N-bis(4-methoxybenzyl)sulfamoyl)cyclopropyl)methoxy)-6-chloro-1-methyl-2-oxo-1,2-dihydro-1,5-naphthyridine-3-carboxylic acid COC1=CC=C(CN(S(=O)(=O)C2(CC2)COC=2C=C(N=C3C=C(C(N(C23)C)=O)C(=O)O)Cl)CC2=CC=C(C=C2)OC)C=C1